2-amino-6-(cyanomethyl)-N-(4-methylpyridin-3-yl)pyrazolo[1,5-a]pyrimidine-3-carboxamide NC1=NN2C(N=CC(=C2)CC#N)=C1C(=O)NC=1C=NC=CC1C